N-(5-fluoro-2-methanesulfonylphenyl)-2-(4-methoxypiperidin-1-yl)-1,3-thiazole-5-carboxamide FC=1C=CC(=C(C1)NC(=O)C1=CN=C(S1)N1CCC(CC1)OC)S(=O)(=O)C